S-methyl-isothiourea hemisulfate S(=O)(=O)(O)O.CSC(N)=N.CSC(N)=N